4-(3-((2-chloropyrimidin-4-yl)amino)azetidin-1-yl)-2-(2,6-dioxopiperidin-3-yl)isoindoline-1,3-dione ClC1=NC=CC(=N1)NC1CN(C1)C1=C2C(N(C(C2=CC=C1)=O)C1C(NC(CC1)=O)=O)=O